3a,7a,12b-trihydroxy-5a-cholanic acid O[C@H]1C[C@@H]2C[C@H]([C@H]3[C@@H]4CC[C@H]([C@@H](CCC(=O)O)C)[C@]4([C@@H](C[C@@H]3[C@]2(CC1)C)O)C)O